Trans-3-chloro-5-(2,2-dichloro-3-(3-chloro-4-fluorophenyl)cyclopropane-1-carboxamido)-2-methylbenzoic acid ClC=1C(=C(C(=O)O)C=C(C1)NC(=O)[C@@H]1C([C@H]1C1=CC(=C(C=C1)F)Cl)(Cl)Cl)C